C(C)(C)(C)N(C(=O)OCC1=NC(=NC2=CC(=CC=C12)C(F)(F)F)C1=CC(=CC=C1)Br)[C@H]1CN(CCC1)C1C(CC(C1)C1=CC=C(C=C1)F)N1N=C(N=C1)C#N (2-(3-bromophenyl)-7-(trifluoromethyl)quinazolin-4-yl)methanol tert-butyl-(3R)-1-(2-(3-cyano-1H-1,2,4-triazol-1-yl)-4-(4-fluorophenyl)cyclopentyl)piperidin-3-ylcarbamate